C(C)(=O)N1[C@H](CCC2=CC(=CC=C12)C=1C=C(CCNC(=O)C=2N=C3N(C=C(N=C3N3CCOCC3)C=3C=NC(=NC3)N)C2C)C=CC1)C (S)-N-(3-(1-acetyl-2-methyl-1,2,3,4-tetrahydroquinolin-6-yl)phenethyl)-6-(2-aminopyrimidin-5-yl)-3-methyl-8-morpholinoimidazo[1,2-a]pyrazine-2-carboxamide